ClC1=CC(=C(C2=C1C=C(S2)C(N(C)C)=O)F)C2=CCCN(C2)C(=O)OC(C)(C)C tert-butyl 5-[4-chloro-2-(dimethylcarbamoyl)-7-fluoro-benzothiophen-6-yl]-3,6-dihydro-2H-pyridine-1-carboxylate